C(#N)C1(CCN(CC1)C(=O)N([C@H]1CNCCC1)C=1N=CC=C2C1N(C=C2)C)C2=CC=CC=C2 (R)-4-cyano-N-(1-methyl-1H-pyrrolo[2,3-c]pyridin-7-yl)-4-phenyl-N-(piperidin-3-yl)piperidine-1-carboxamide